N-(4-(4-fluorophenyl)naphthalen-1-yl)-4-methoxybenzenesulfonamide FC1=CC=C(C=C1)C1=CC=C(C2=CC=CC=C12)NS(=O)(=O)C1=CC=C(C=C1)OC